ClC=1C=CC=C2C=C(N(C(C12)=O)C1=CC=CC=C1)[C@H](C)NC=1C2=C(N=CN1)N(C=CC2=O)CC2=CC=C(C=C2)OC (S)-4-((1-(8-chloro-1-oxo-2-phenyl-1,2-dihydroisoquinolin-3-yl)ethyl)amino)-8-(4-methoxybenzyl)pyrido[2,3-d]pyrimidin-5(8H)-one